tert-butyl ((3-hydroxypropyl)pyridine-2-yl)carbamate OCCCC=1C(=NC=CC1)NC(OC(C)(C)C)=O